2-methyl-6-((5-methyl-3-(6-methylpyridin-3-yl)isoxazol-4-yl)methoxy)-1H-pyrrolo[3,4-c]pyridin CN1CC=2C=NC(=CC2C1)OCC=1C(=NOC1C)C=1C=NC(=CC1)C